C(CCCC)C(CCCCCC)C1=CC=C(C=C1)S(=O)(=O)O 4-(1-Pentylheptyl)benzenesulfonic acid